BrC1=C(C=C(C=C1)N(C(=O)NCCN(C)C)C1CCN(CC1)C1=C2C(=NC=N1)NN=C2Br)F N-(4-bromo-3-fluorophenyl)-N-[1-(3-bromo-1H-pyrazolo[3,4-d]pyrimidin-4-yl)piperidin-4-yl]-N'-[2-(dimethylamino)ethyl]urea